C(CCC)C=1C=NC2=C3N=CC=CC3=CC=C2C1 3-butyl-1,10-phenanthroline